N=1N=C(N2C1C=CC=C2)CCNC(=O)C2=NNC1=CC=CC=C21 N-(2-([1,2,4]triazolo[4,3-a]pyridin-3-yl)ethyl)-1H-indazole-3-carboxamide